CC(OC(O)C1=C2CCC(C2=CC=C1)O[Si](C)(C)C(C)(C)C)(C(C)C)C ((4-(4,4,5,5-tetramethyl-1,3-dioxapentan-2-yl)-2,3-dihydro-1H-inden-1-yl)oxy)tert-butyldimethylsilane